chloroguanidine sulfate S(=O)(=O)(O)O.ClNC(=N)N